COCC1=NN(C(=C1)C(=O)O)COCC[Si](C)(C)C 3-(methoxymethyl)-1-((2-(trimethylsilyl)ethoxy)methyl)-1H-pyrazole-5-carboxylic acid